FC(C(=O)O)(F)F.CN1C(N(C2=C1C=C(C=C2)CCCC2CCNCC2)C2C(NC(CC2)=O)=O)=O 3-[3-methyl-2-oxo-5-[3-(piperidin-4-yl)propyl]-1,3-benzodiazol-1-yl]piperidine-2,6-dione trifluoroacetate